C(C)(C)(C)OC(=O)N1CCC(CC1)OC=1C=C2C(=NC=NC2=CC1C(F)(F)F)Cl.C1(=CC=CC=C1)[S+](C1=CC=C(C=C1)SC1=CC=CC=C1)C1=CC=CC=C1 diphenyl-(4-phenylsulfanylphenyl)sulfonium tert-butyl-4-((4-chloro-7-(trifluoromethyl)quinazolin-6-yl)oxy)piperidine-1-carboxylate